BrC1=CC=C2C(=N1)C(=C(N2CC)C=2C=C(C=NC2[C@H](C)OC)N2CCN(CC2)C(=O)OCC2=CC=CC=C2)CC(CO[Si](C2=CC=CC=C2)(C2=CC=CC=C2)C(C)(C)C)(C)C benzyl 4-[5-(5-bromo-3-{3-[(tert-butyldiphenylsilyl)oxy]-2,2-dimethylpropyl}-1-ethylpyrrolo[3,2-b]pyridin-2-yl)-6-[(1S)-1-methoxyethyl]pyridin-3-yl]piperazine-1-carboxylate